FC=1C(=NC=CC1)C1=NC2=C(N1C)C=CC(=C2N2C[C@@H](C[C@H]2CO)NC(OC(C)(C)C)=O)[N+](=O)[O-] tert-butyl ((3R,5S)-1-(2-(3-fluoropyridin-2-yl)-1-methyl-5-nitro-1H-benzo[d]imidazol-4-yl)-5-(hydroxymethyl)pyrrolidin-3-yl)carbamate